4-bromo-1-(2-methoxyethoxy)-2-nitrobenzene BrC1=CC(=C(C=C1)OCCOC)[N+](=O)[O-]